O=C(CCCCCCCC(=O)O)CCCCCCC 9-ketopalmitic acid